4-(4-Methoxyphenyl)-1-((2R,3R)-3-((triethylsilyl)oxy)tetrahydro-2H-pyran-2-yl)butan-2-one COC1=CC=C(C=C1)CCC(C[C@H]1OCCC[C@H]1O[Si](CC)(CC)CC)=O